ethyl 2-(2-((5-(3-(aminomethyl)phenyl)benzofuran-3-yl)methoxy)-3-carbamoylphenyl)acetate NCC=1C=C(C=CC1)C=1C=CC2=C(C(=CO2)COC2=C(C=CC=C2C(N)=O)CC(=O)OCC)C1